C(CCC)OC1=CC=C(C=C1)C(C#N)=C 2-(4-butoxyphenyl)acrylonitrile